tert-butyl 3-(6-bromo-7-methoxy-1-oxo-2-isoquinolyl)pyrrolidine-1-carboxylate BrC=1C=C2C=CN(C(C2=CC1OC)=O)C1CN(CC1)C(=O)OC(C)(C)C